[5-(2-Bromoethoxy)-3-fluoropyridin-2-yl]methanol BrCCOC=1C=C(C(=NC1)CO)F